C(C(C)(C)C)(=O)NCCCN1N=CC2=CC(=CC=C12)NC1=NC=CC(=N1)N N2-[1-(3-pivalamidopropyl)indazol-5-yl]-2,4-pyrimidinediamine